CN(C1=CC=[N+](C=C1)C(=O)[N-]S(=O)(=O)C=1C=NC(N(C1)C(C)C)=O)C (4-(dimethylamino)pyridin-1-ium-1-carbonyl)((1-isopropyl-2-oxo-1,2-dihydropyrimidin-5-yl)sulfonyl)amide